NCC1=CC=C(C=C1)NC(C1=CC=C(C(=O)NC2=CC(=C(C=C2)C=2CCNCC2)C)C=C1)=O N-(4-aminomethyl-phenyl)-N'-[3-methyl-4-(1,2,3,6-tetrahydro-pyridin-4-yl)-phenyl]-terephthalamide